ethyl (Z)-2-(ethoxymethylene)-4,4-difluoro-3-((trimethylsilyl)oxy)but-3-enoate C(C)O\C=C(/C(=O)OCC)\C(=C(F)F)O[Si](C)(C)C